(cyclopropanecarbonyl)-4-((6-methoxypyrimidin-4-yl)oxy)-5-methylpyrrolidin C1(CC1)C(=O)N1CCC(C1C)OC1=NC=NC(=C1)OC